N-(5'-bromo-2'-(phenylselanyl)-[1,1'-biphenyl]-2-yl)picolinamide BrC=1C=CC(=C(C1)C1=C(C=CC=C1)NC(C1=NC=CC=C1)=O)[Se]C1=CC=CC=C1